[Pd](Cl)Cl.C1(=CC=CC=C1)P(CCCP(C1=CC=CC=C1)C1=CC=CC=C1)C1=CC=CC=C1 (1,3-Bis(diphenyl-phosphino)propane) palladium chloride